ClC=1C=C(C=CC1)N[C@@H](CC(C)C)C(=O)N1[C@H]2CC([C@@H]([C@@H]1C(=O)N[C@H](\C=C(\C(=O)OCC)/F)C[C@H]1C(NCC1)=O)CC2)(F)F ethyl (S,Z)-4-((1R,3R,4R)-2-((3-chlorophenyl)-L-leucyl)-5,5-difluoro-2-azabicyclo[2.2.2]octane-3-carboxamido)-2-fluoro-5-((S)-2-oxopyrrolidin-3-yl)pent-2-enoate